C1(=CC=CC=C1)C[C@@H](CN1CCCC1)NC(C)=O (S)-N-(1-phenyl-3-(pyrrolidin-1-yl)propan-2-yl)acetamide